3-fluoro-N-(4-Fluorobenzyl)-5-methyl-4-nitroaniline FC=1C=C(NCC2=CC=C(C=C2)F)C=C(C1[N+](=O)[O-])C